The molecule is a tripeptide that is the 2-phenylethyl amide of L-arginyl-2,5,7-tri-tert-butyl-L-tryptophyl-L-arginine It has a role as an antimicrobial agent and a peptidomimetic. It is a tripeptide and a monocarboxylic acid amide. CC(C)(C)C1=CC2=C(C(=C1)C(C)(C)C)NC(=C2C[C@@H](C(=O)N[C@@H](CCCN=C(N)N)C(=O)NCCC3=CC=CC=C3)NC(=O)[C@H](CCCN=C(N)N)N)C(C)(C)C